N-(2-chloro-6-fluorobenzylidene)-2-methylpropane-2-sulfinamide ClC1=C(C=NS(=O)C(C)(C)C)C(=CC=C1)F